NC1=C(C=C(C=N1)NC(C(=O)N1[C@@H](CC[C@H](C1)C)C=1C=CC2=C(N=C(S2)CN(C)C)C1)=O)C N-(6-amino-5-methyl-3-pyridyl)-2-[(2S,5R)-2-[2-[(dimethylamino)methyl]-1,3-benzothiazol-5-yl]-5-methyl-1-piperidyl]-2-oxo-acetamide